2-(2-(3-(2,6-difluorophenyl)-1-phenyl-1H-pyrazol-4-yl)vinyl)isonicotinic acid FC1=C(C(=CC=C1)F)C1=NN(C=C1C=CC=1C=C(C(=O)O)C=CN1)C1=CC=CC=C1